NC1=NC=CC(=N1)C1=C(N=C(S1)C1CNCCC1)C=1C(=C(C=CC1)NS(=O)(=O)C1=C(C=CC(=C1)F)F)F N-{3-[5-(2-aminopyrimidin-4-yl)-2-piperidin-3-yl-thiazol-4-yl]-2-fluorophenyl}-2,5-difluorobenzenesulfonamide